4,4'-diisocyanato-3,3'-diisocyanato-biphenyl N(=C=O)C1=C(C=C(C=C1)C1=CC(=C(C=C1)N=C=O)N=C=O)N=C=O